4-(piperidine-1-carbonyl)aniline N1(CCCCC1)C(=O)C1=CC=C(N)C=C1